N-(2-(4-Cyanothiazolidin-3-yl)-2-oxoethyl)-6-morpholinoquinoline-4-carboxamide C(#N)C1N(CSC1)C(CNC(=O)C1=CC=NC2=CC=C(C=C12)N1CCOCC1)=O